3-(3-Chloro-1H-indol-2-yl)-1-isopentyl-1H-pyrazolo[3,4-d]pyrimidin-4-amine ClC1=C(NC2=CC=CC=C12)C1=NN(C2=NC=NC(=C21)N)CCC(C)C